ClC1=C(C=C(C(=C1)F)NCC)[C@@H]1COCCCN1C1=NC(=NC(=C1)C)N |r| (±)-4-[3-[2-Chloro-5-(ethylamino)-4-fluoro-phenyl]-1,4-oxazepan-4-yl]-6-methyl-pyrimidin-2-amine